(S)-N-(1-(2-((1S,2R,4R)-Bicyclo[2.2.1]heptan-2-ylamino)-2-oxoethyl)-2-oxo-1,2-dihydropyridin-3-yl)-N6-ethyl-2-(3-methylbenzofuran-2-carboxamido)-5-oxohexandiamid [C@H]12[C@@H](C[C@H](CC1)C2)NC(CN2C(C(=CC=C2)NC([C@H](CCC(C(=O)NCC)=O)NC(=O)C=2OC1=C(C2C)C=CC=C1)=O)=O)=O